COC(CCCCCCCOCC(COCCCCCCCC\C=C/CCCCCCCC)N(C)C)=O (Z)-methyl-8-(2-(dimethylamino)-3-(octadec-9-en-1-yloxy)propoxy)octanoate